3-oxo-3-(thiophene-2-yl)propionic acid ethyl ester C(C)OC(CC(C=1SC=CC1)=O)=O